rac-tert-butyl (4-cyano-2-((7S*,2S*)-2-(4-methylpyrimidin-2-yl)cyclopropyl)quinolin-7-yl)carbamate C(#N)C1=CC(=NC2=CC(=CC=C12)NC(OC(C)(C)C)=O)[C@H]1[C@H](C1)C1=NC=CC(=N1)C |&1:20,o1:21|